methyl (S)-3-((4-(N-(4-bromo-2-(4-((tert-butoxycarbonyl) amino)-3-fluorophenoxy) benzoyl) sulfamoyl)-2-nitrophenyl) amino)-4-morpholinobutyrate BrC1=CC(=C(C(=O)NS(=O)(=O)C2=CC(=C(C=C2)N[C@@H](CC(=O)OC)CN2CCOCC2)[N+](=O)[O-])C=C1)OC1=CC(=C(C=C1)NC(=O)OC(C)(C)C)F